3,4-methylenedioxy-N-(2,2,2-trifluoroethyl)amphetamine C1OC=2C=C(CC(NCC(F)(F)F)C)C=CC2O1